2-(p-chlorophenyl)-3-cyano-4-bromo-5-trifluoromethyl-pyrrole ClC1=CC=C(C=C1)C=1NC(=C(C1C#N)Br)C(F)(F)F